(3R)-3-amino-5-[(4-chlorophenyl)methyl]-7-[5-[(1-ethyl-3-piperidyl)amino]-1,3,4-oxadiazol-2-yl]-8-fluoro-1,1-dioxo-2,3-dihydro-1λ6,5-benzothiazepin-4-one N[C@H]1CS(C2=C(N(C1=O)CC1=CC=C(C=C1)Cl)C=C(C(=C2)F)C=2OC(=NN2)NC2CN(CCC2)CC)(=O)=O